CCCCCCCCC(CCCCCCCC)OC(CCCCCCCC(CCCCCCCCC)OC(CCCN(C)C)=O)=O 9-((4-(dimethylamino)butyryl)oxy)octadecanoic acid heptadec-9-yl ester